3-((4-(2-(((2-(2,6-dioxopiperidin-3-yl)-4-fluoro-1-oxoisoindolin-5-yl)methyl)(methyl)amino)-4-methylthiazol-5-yl)-5-fluoropyrimidin-2-yl)amino)benzenesulfonamide O=C1NC(CCC1N1C(C2=CC=C(C(=C2C1)F)CN(C=1SC(=C(N1)C)C1=NC(=NC=C1F)NC=1C=C(C=CC1)S(=O)(=O)N)C)=O)=O